tert-butyl (5R,8S)-1-methoxy-6,7,8,9-tetrahydro-5H-5,8-epiminocyclohepta[c]pyridine-10-carboxylate COC1=NC=CC2=C1C[C@@H]1CC[C@H]2N1C(=O)OC(C)(C)C